C(C)(C)(C)C=1C=C(C=C(C1O)C(C)(C)C)CCC(=O)OC1CC(N(C(C1)(C)C)C(C(=O)[O-])CC(=O)[O-])(C)C 4-[3-(3,5-di-tert-butyl-4-hydroxyphenyl)propionyloxy]-2,2,6,6-tetramethylpiperidinylsuccinate